C(C=1C(C(=O)OC(C)CC(C)C)=CC=CC1)(=O)OC(C)CC(C)C Bis-(4-methyl-2-pentyl) phthalate